ClC1=CC2=C(N=C(N=C2NCCS(=O)(=O)N(C2=CC=CC=C2)C)N2CCN(CC2)C)C=N1 2-((6-chloro-2-(4-methylpiperazin-1-yl)pyrido[3,4-d]pyrimidin-4-yl)amino)-N-methyl-N-phenylethane-1-sulfonamide